5-methylpicolinaldehyde CC=1C=CC(=NC1)C=O